CN1C(=NC(=C1)C(F)(F)F)C=1C=CC(=NC1)C=O 5-(1-methyl-4-(trifluoromethyl)-1H-imidazol-2-yl)picolinaldehyde